ClC1=C(C=C(OC[C@H]2CNCCO2)C=C1C=1SC(=CN1)C)C(=O)OC (R)-2-((4-chloro-3-(methoxycarbonyl)-5-(5-methylthiazol-2-yl)phenoxy)methyl)morpholine